C(OCCCCCCCCCCCCCCCCCCCC)(OC1=CC=C(C=C1)[N+](=O)[O-])=O icosyl (4-nitrophenyl) carbonate